3-[5-[(1R)-1-(3,5-dimethylpyridazin-4-yl)ethoxy]-1H-indazol-3-yl]-5-tetrahydrofuran-3-yloxy-benzonitrile CC=1N=NC=C(C1[C@@H](C)OC=1C=C2C(=NNC2=CC1)C=1C=C(C#N)C=C(C1)OC1COCC1)C